[18F]C1=CC=C(C=C1)COC1=CC(N(C=C1)C1=CC=2C=C3N(C2C=C1)CCN(CC3)C)=O 4-{[4-(18F)fluorophenyl]methoxy}-1-(3-methyl-2,3,4,5-tetrahydro-1H-[1,4]diazepino[1,7-a]indol-9-yl)pyridin-2(1H)-one